triethylsilylium tetrakis(2,3,4,5-tetrafluorophenyl)borate FC1=C(C=C(C(=C1F)F)F)[B-](C1=C(C(=C(C(=C1)F)F)F)F)(C1=C(C(=C(C(=C1)F)F)F)F)C1=C(C(=C(C(=C1)F)F)F)F.C(C)[Si+](CC)CC